ClC1=C(C(=O)N(CCO)C2=CC(=C(C=C2)Cl)C2=NC=CC=C2)C=CC(=C1)C(=O)N 2-chloro-N1-(4-chloro-3-(pyridin-2-yl)phenyl)-N1-(2-hydroxyethyl)terephthalamide